ClC1=C(N=C(C(=N1)NC(OC(C)(C)C)=O)C1=C(C(=CC=C1)Cl)Cl)C#N tert-Butyl N-[6-chloro-5-cyano-3-(2,3-dichlorophenyl) pyrazin-2-yl]carbamate